C1(CC1)N1N=CC(=C1)C#CC=1C(=CC(=NC1)NC1=NC(=NC=C1)C=1C=NN(C1)S(=O)(=O)C1CC1)N1CCC(CC1)(C)CN(C)C N-(5-((1-cyclopropyl-1H-pyrazol-4-yl)ethynyl)-4-(4-((dimethylamino)methyl)-4-methylpiperidin-1-yl)pyridin-2-yl)-2-(1-(cyclopropylsulfonyl)-1H-pyrazol-4-yl)pyrimidin-4-amine